CC1=C(C(=O)C2=CC=CC=3C4=CC=CC=C4NC23)C=CC=C1 (2-methylbenzoyl)-9H-carbazol